ClC=1C(=NC(=NC1)NC=1C=C(C2=C(COB2O)C1)C)NC1C(CCCC1)C#N 2-[[5-chloro-2-[(1-hydroxy-7-methyl-3H-2,1-benzoxaborol-5-yl)amino]pyrimidin-4-yl]amino]cyclohexanecarbonitrile